N1N=CC(=C1)C1=CNC2=C(C=CC=C12)NC(C(CN)C1COCC1)=O N-(3-(1H-pyrazol-4-yl)-1H-indol-7-yl)-3-amino-2-(tetrahydrofuran-3-yl)propanamide